C(C)[S@](=O)(=N)C1=CC(=C(C=C1)N1CC(C1)(C#N)C)C=1NC2=CC=CC=C2C1F (R)-1-(4-(ethylsulfonimidoyl)-2-(3-fluoro-1H-indol-2-yl)phenyl)-3-methylazetidine-3-carbonitrile